4-(2-(2-(2-(1,3-dioxo-9-(4-(trifluoromethyl)phenyl)-1H-xantheno[2,1,9-def]isoquinolin-2(3H)-yl)ethoxy)ethoxy)ethoxy)-2,6-dimethylbenzaldehyde O=C1N(C(C2=C3C=4C(=CC=C13)C1=CC(=CC=C1OC4C=C2)C2=CC=C(C=C2)C(F)(F)F)=O)CCOCCOCCOC2=CC(=C(C=O)C(=C2)C)C